5-bromo-2-methylpyridin-3-amine BrC=1C=C(C(=NC1)C)N